tert-butyl N-[2-[6-[(8-chloro-2-methyl-1-oxo-5-isoquinolyl)oxy]-2-azaspiro[3.3]heptan-2-yl]ethyl]carbamate ClC=1C=CC(=C2C=CN(C(C12)=O)C)OC1CC2(CN(C2)CCNC(OC(C)(C)C)=O)C1